N(C(=O)O)C(=O)O iminodiformic acid